O=S1(CC(C1)COC1=CC(=NC(=C1)[C@]1(COCC1)OC)N1C=C(C=2C=NC(=CC21)NC(=O)N)C)=O (R)-1-(1-(4-((1,1-Dioxidothietan-3-yl)methoxy)-6-(3-methoxytetrahydrofuran-3-yl)pyridine-2-yl)-3-methyl-1H-pyrrolo[3,2-c]pyridine-6-yl)urea